1-(azetidin-1-yl)-3-tritylsulfanyl-propan-1-one N1(CCC1)C(CCSC(C1=CC=CC=C1)(C1=CC=CC=C1)C1=CC=CC=C1)=O